2-ethyl-N-(4-fluoro-3-methylphenyl)-5-(2-(((1s,4s)-4-hydroxycyclohexyl)amino)-2-oxoacetyl)-1,4-dimethyl-1H-pyrrole-3-carboxamide C(C)C=1N(C(=C(C1C(=O)NC1=CC(=C(C=C1)F)C)C)C(C(=O)NC1CCC(CC1)O)=O)C